ClC=1C=C(N)C=CC1F 3-chloro-4-fluoroaniline